[1-[4-[methyl(tetrahydropyran-4-yl)amino]-5-oxido-6,7-dihydrothieno[3,2-d]pyrimidin-5-ium-2-yl]azetidin-3-yl] 1,1-dioxothiane-4-carboxylate O=S1(CCC(CC1)C(=O)OC1CN(C1)C=1N=C(C2=C(N1)CC[S+]2[O-])N(C2CCOCC2)C)=O